2-[(4,4-dimethyl-3,4-dihydronaphthalen-2-yl)methyl]-1,3-dioxan-5-one CC1(CC(=CC2=CC=CC=C12)CC1OCC(CO1)=O)C